C1(CC1)N1C(C(=CC=C1)NC(=O)C=1C(=NC=2N(C1)C=C(N2)C21COC(C2)(C1)COC)OC(C)C)=O N-(1-cyclopropyl-2-oxo-1,2-dihydropyridin-3-yl)-7-isopropoxy-2-(1-(methoxymethyl)-2-oxabicyclo[2.1.1]hexan-4-yl)imidazo[1,2-a]pyrimidine-6-carboxamide